P([O-])([O-])=O.C1(=CC=CC=C1)[Sm+]C1=CC=CC=C1.C1(=CC=CC=C1)[Sm+]C1=CC=CC=C1 diphenyl-samarium phosphonate